BrC=1C(=C(OCCCC2CCN(CC2)CC(=O)NC2=CC=C3C(=NN(C3=C2)C)C2C(NC(CC2)=O)=O)C=CC1)C(F)(F)F 2-[4-[3-[3-bromo-2-(trifluoromethyl)phenoxy]propyl]-1-piperidyl]-N-[3-(2,6-dioxo-3-piperidyl)-1-methyl-indazol-6-yl]acetamide